tert-butyl-1-(1-(6-(2,6-dioxopiperidin-3-yl)pyridin-3-yl)piperidine-4-carbonyl)piperidine C(C)(C)(C)C1N(CCCC1)C(=O)C1CCN(CC1)C=1C=NC(=CC1)C1C(NC(CC1)=O)=O